COC(=O)C1=NC(=CC=C1NC(C)C=1C=C(C=C2C(C(=C(OC12)C=1C=C2C=C(NC2=CC1)C)C)=O)C)Cl 6-chloro-3-[1-[3,6-dimethyl-2-(2-methylindol-5-yl)-4-oxo-chromen-8-yl]ethylamino]pyridine-2-carboxylic acid methyl ester